3-(benzyloxy)-4-oxo-5-((2,4,6-trifluorobenzyl)carbamoyl)-1-((3-vinyltetrahydrofuran-3-yl)amino)-1,4-dihydropyridine-2-carboxylic acid methyl ester COC(=O)C=1N(C=C(C(C1OCC1=CC=CC=C1)=O)C(NCC1=C(C=C(C=C1F)F)F)=O)NC1(COCC1)C=C